(2S,4R)-N-[(S)-(5-cyclopropyl-6-fluoropyridin-2-yl)(phenyl)methyl]-1-{2-[4-(3,3-difluoroazetidin-1-yl)-2H-1,2,3-triazol-2-yl]acetyl}-4-fluoropyrrolidine-2-carboxamide C1(CC1)C=1C=CC(=NC1F)[C@@H](NC(=O)[C@H]1N(C[C@@H](C1)F)C(CN1N=CC(=N1)N1CC(C1)(F)F)=O)C1=CC=CC=C1